BrC1=CC=2C(C3=CC(=CC=C3C2C=C1)Br)(CCCCCCCC)CCCCCCCC 2,7-Dibromo-9,9-dioctyl-9H-fluoren